3-(1-(5-chloro-4-fluoro-8-methyl-2-(methylsulfonyl)-8,9-dihydro-10H-7-oxa-1,3,6,10-tetraazacyclohepta[de]naphthalen-10-yl)ethyl)-N,N-bis(4-methoxybenzyl)pyridin-2-amine ClC1=C(C=2N=C(N=C3C2C(=N1)OC(CN3C(C)C=3C(=NC=CC3)N(CC3=CC=C(C=C3)OC)CC3=CC=C(C=C3)OC)C)S(=O)(=O)C)F